ClC1=NC(N2C(N3[C@H](COCC3)C2)=C1)=O (S)-7-chloro-3,4,11,11a-tetrahydropyrimido[6',1':2,3]imidazo[5,1-c][1,4]oxazin-9(1H)-one